O=C1C2=CC=CC=C2OC=2C=CC(=CC12)C(C(=O)O)C 2-(9-oxoxanth-2-yl)propionic acid